1,4-bis(dipropylhydroxysilyl)benzene C(CC)[Si](C1=CC=C(C=C1)[Si](O)(CCC)CCC)(O)CCC